1,3-dibromo-2-chloro-5-(difluoromethoxy)benzene BrC1=C(C(=CC(=C1)OC(F)F)Br)Cl